FC=1C(=CC=2C3=C(NC(C2C1)=O)COC[C@H]3N(C(=O)C=3NC1=CC=CC(=C1C3)OC(F)(F)F)C)F (S)-N-(8,9-Difluoro-6-oxo-1,4,5,6-tetrahydro-2H-pyrano[3,4-c]isoquinolin-1-yl)-N-methyl-4-(trifluoromethoxy)-1H-indole-2-carboxamide